C[C@@H]1NC(NN=C1C1=CC(=C(C=C1)C=C(C)C)C(F)(F)F)=O (5S)-5-methyl-6-[4-(2-methylprop-1-en-1-yl)-3-(trifluoromethyl)phenyl]-4,5-dihydro-1,2,4-triazin-3(2H)-one